C1(CC1)C1=C2CNC(NC2=CC(=C1)NC1=NC=C2C(=N1)NNC2)C 6-((5-cyclopropaneyl-2-methyl-1,2,3,4-tetrahydroquinazolin-7-yl)amino)-1,2-dihydro-3H-pyrazolo[3,4-d]pyrimidine